C(C)OC(=O)C1=NN(C(=C1)C)C1=CC=C(C=C1)Br 1-(4-bromophenyl)-5-methyl-1H-pyrazole-3-carboxylic acid ethyl ester